(S)-3-((5-(5-((2-Oxa-6-azaspiro[3.3]heptan-6-yl)methyl)pyrazin-2-yl)-2-chloropyridin-4-yl)amino)butan-1-ol C1OCC12CN(C2)CC=2N=CC(=NC2)C=2C(=CC(=NC2)Cl)N[C@H](CCO)C